HEPTENYL CYANIDE C(=CCCCCC)C#N